C(C)(C)(C)OC(=O)N1[C@@H](CNCC1)CO (S)-2-(Hydroxymethyl)piperazine-1-carboxylic acid tert-butyl ester